4-[(5-bromo-3-pyridyl)sulfonimidoyl]benzoic acid BrC=1C=C(C=NC1)S(=O)(=N)C1=CC=C(C(=O)O)C=C1